3-((2S)-3-(8-(benzofuran-2-ylsulfonyl)-1-oxa-8-azaspiro[4.5]decan-3-ylamino)-2-hydroxypropoxy)-N-methylbenzenesulfonamide O1C(=CC2=C1C=CC=C2)S(=O)(=O)N2CCC1(CC(CO1)NC[C@@H](COC=1C=C(C=CC1)S(=O)(=O)NC)O)CC2